(±)-2,3-difluoro-4-(3-(2-((2R)-2-hydroxy-7-azabicyclo[2.2.1]heptan-7-yl)acetyl)-2,5-dimethyl-1H-pyrrol-1-yl)benzonitrile FC1=C(C#N)C=CC(=C1F)N1C(=C(C=C1C)C(CN1C2[C@@H](CC1CC2)O)=O)C